C(C)(C)(C)[S@@](=O)N1[C@@H](CC(C1)(F)F)C1=C(C(=CC=C1)OC)C (2S)-1-[(R)-tert-butylsulfinyl]-4,4-difluoro-2-(3-methoxy-2-methyl-phenyl)pyrrolidine